CNC(C(=O)C1=CC(=CC=C1)C)C 2-(methylamino)-1-(3-methylphenyl)propan-1-one